(3S,4S)-tert-butyl 3-((6-(6-chloroimidazo[1,2-a]pyrazin-3-yl)pyridin-2-yl)amino)-4-fluoropiperidine-1-carboxylate ClC=1N=CC=2N(C1)C(=CN2)C2=CC=CC(=N2)N[C@H]2CN(CC[C@@H]2F)C(=O)OC(C)(C)C